2-[4-(dibutylamino)phenyl]-4-[4-(dibutyliminio)cyclohexa-2,5-dien-1-ylidene]-3-oxocyclobut-1-en-1-olate C(CCC)N(C1=CC=C(C=C1)C1=C(C(C1=O)=C1C=CC(C=C1)=[N+](CCCC)CCCC)[O-])CCCC